(S)- and (R)-4-(2-((2-oxo-1-phenyl-2-(6-(pyrrolidin-1-yl)-1H-indol-3-yl)ethyl)amino)ethyl)benzonitrile O=C([C@H](C1=CC=CC=C1)NCCC1=CC=C(C#N)C=C1)C1=CNC2=CC(=CC=C12)N1CCCC1 |r|